CC=1N=C2N(C=C(C=N2)C(=O)N)C1 meth-ylimidazo[1,2-a]pyrimidine-6-carboxamide